O=C1NC(CCC1N1C(C2=CC=CC(=C2C1=O)NCCCCCC(=O)NC(C=1C=NC=CC1)C1=CC(=C2C=CC=NC2=C1O)C)=O)=O 6-((2-(2,6-dioxo-piperidin-3-yl)-1,3-dioxoisoindolin-4-yl)amino)-N-((8-hydroxy-5-meth-ylquinolin-7-yl)-(pyridin-3-yl)meth-yl)hexanamide